diazoxolon N=1NOC(C1)=O